3-Bromo-7-(4-chlorobutoxy)-1,2,3,4-tetrahydroquinolin-2-one BrC1C(NC2=CC(=CC=C2C1)OCCCCCl)=O